BrC=1C(=C(OCCCC2CCN(CC2)CC(=O)NC2=CC=C3C(=NN(C3=C2OC)C)C2C(NC(CC2)=O)=O)C=CC1)C(F)(F)F 2-[4-[3-[3-bromo-2-(trifluoromethyl)phenoxy]propyl]-1-piperidyl]-N-[3-(2,6-dioxo-3-piperidyl)-7-methoxy-1-methyl-indazol-6-yl]acetamide